methyl-2'H,4'H-spiro[cyclobutane-1,3'-pyrido[3,2-b][1,4]oxazine] CC1C2(NC3=C(O1)C=CC=N3)CCC2